4-(4-amino-6-(4-methacrylamido-phenyl)-7-methyl-7H-pyrrolo[2,3-d]pyrimidin-5-yl)-N-isobutylbenzamide NC=1C2=C(N=CN1)N(C(=C2C2=CC=C(C(=O)NCC(C)C)C=C2)C2=CC=C(C=C2)NC(C(=C)C)=O)C